[H+].CN(C)C1=CC2=C(C=C1)C=C3C=CC(=CC3=N2)N(C)C.[Cl-] The molecule is fluorescent dye useful for cell cycle determination. It is cell-permeable, and interacts with DNA and RNA by intercalation or electrostatic attractions respectively. It has a role as a fluorochrome and a histological dye. It is a hydrochloride and a member of aminoacridines. It contains an acridine orange cation.